1-((2,6-dihydroxy-5'-methyl-4-pentyl-2'-(prop-1-en-2-yl)-1',2',3',4'-tetrahydro-[1,1'-biphenyl]-3-yl)methyl)-1,3,3-trimethylurea OC1=C(C(=CC(=C1CN(C(=O)N(C)C)C)CCCCC)O)C1C(CCC(=C1)C)C(=C)C